BrC=1C=C2C(=NC1NCC1=CC=C(C=C1)OC)C=C(N2)CCl 6-bromo-2-(chloromethyl)-N-[(4-methoxyphenyl)methyl]-1H-pyrrolo[3,2-b]pyridin-5-amine